ClC1=C(C=CC=C1)C=1NC2=CC=CC=C2C1F 2-(2-chlorophenyl)-3-fluoro-1H-indole